(S)-methyl 2-((tert-butoxycarbonyl)amino)-4-((4-chlorophenethyl)thio)butanoate C(C)(C)(C)OC(=O)N[C@H](C(=O)OC)CCSCCC1=CC=C(C=C1)Cl